FC(OC1=C(C=CC=C1)CCC(=O)O)(F)F 3-[2-(trifluoromethoxy)phenyl]propanoic acid